CC1=NN(C2=CC=C(C=C12)N)C1OCCCC1 3-methyl-1-(tetrahydro-2H-pyran-2-yl)-1H-indazol-5-amine